ClC1=C(OC2N(C=C(C=C2)C(F)(F)F)C2=CC(=NC=C2)F)C=CC(=C1)OC(F)(F)F 2-[2-chloro-4-(tri-fluoromethoxy)-phenoxy]-N-(2-fluoro-4-pyridyl)-5-(trifluoromethyl)pyridine